6-Chloro-5-[4-(3,6-dihydro-2H-pyran-4-yl)-phenyl]-3-[1-hydroxyl-(3-methoxy-isoxazol-5-yl)-methylidene]-1,3-dihydro-indol-2-one ClC1=C(C=C2C(C(NC2=C1)=O)=C(O)C1=CC(=NO1)OC)C1=CC=C(C=C1)C=1CCOCC1